C(C)(C)(C)OC(=O)N1CC2(CC1C(N[C@H](C(=O)N)C[C@H]1C(NCC1)=O)=O)OCCCC2 3-(((S)-1-amino-1-oxo-3-((S)-2-oxopyrrolidin-3-yl)propan-2-yl)carbamoyl)-6-oxa-2-azaspiro[4.5]decane-2-carboxylic acid tert-butyl ester